ClC1=CC=C(C=C1)C(=C)C1N(C1)C1=CC=C(C=C1)C 2-(1-(p-chlorophenyl)vinyl)-1-p-tolylaziridine